methyl (R)-3,3,3-trifluoro-2-hydroxy-2-methylpropanoate FC([C@](C(=O)OC)(C)O)(F)F